(4aR,5R,7aS,9R)-octahydro-2,2,5,8,8,9a-hexamethyl-4H-4a,9-methanoazuleno(5,6-d)-1,3-di-oxole CC1(OC2(C(O1)C[C@]13[C@@H](CC[C@H]1C([C@H]2C3)(C)C)C)C)C